FC1=CC(=C(C=C1)N1C=2N3CCCCOC3=C(C(C2C=N1)=O)C)O 3-(4-fluoro-2-hydroxy-phenyl)-8-methyl-10-oxa-1,3,4-triazatricyclo[7.5.0.02,6]tetradeca-2(6),4,8-trien-7-one